2,4-dichloro-thiazole-5-carbonitrile ClC=1SC(=C(N1)Cl)C#N